Fmoc-glycyl alcohol C(=O)(OCC1C2=CC=CC=C2C2=CC=CC=C12)NCC(=O)O